N[C@@]1(CN(CCC1)C(=O)C1=CN(CCS1)C1=C2C(=NC=C1)NC=C2C)C (S)-(3-amino-3-methylpiperidin-1-yl)(4-(3-methyl-1H-pyrrolo[2,3-b]pyridin-4-yl)-3,4-dihydro-2H-1,4-thiazin-6-yl)methanone